N-[(1R,2S)-2-fluorocyclopropyl]-6-(4-formyl-2,3-dihydroindol-1-yl)-8-{[(4-methoxyphenyl)methyl](methyl)amino}imidazo[1,2-b]pyridazine-3-carboxamide F[C@@H]1[C@@H](C1)NC(=O)C1=CN=C2N1N=C(C=C2N(C)CC2=CC=C(C=C2)OC)N2CCC1=C(C=CC=C21)C=O